1-(4-(4-(5-(2,6-dichlorophenyl)-4,5-dihydroisoxazol-3-yl)thiazol-2-yl)piperidin-1-yl)-2-((5-(trifluoromethyl)pyrazin-2-yl)oxy)ethan-1-one ClC1=C(C(=CC=C1)Cl)C1CC(=NO1)C=1N=C(SC1)C1CCN(CC1)C(COC1=NC=C(N=C1)C(F)(F)F)=O